COC1=CC(=C(C=C1)C1=C(C=CC=2CCCCC12)O)[N+](=O)[O-] (4-methoxy-2-nitrophenyl)-5,6,7,8-tetrahydronaphthalene-2-ol